acrylic acid, 1-naphthyl ester C(C=C)(=O)OC1=CC=CC2=CC=CC=C12